acrylonitrile methyl-methacrylate COC(C(=C)C)=O.C(C=C)#N